1,3-Dimercaptobenzol SC1=CC(=CC=C1)S